[Si](C)(C)(C(C)(C)C)OCCOCCOC1=C(N)C=CC(=C1)N1CCN(CC1)C 2-(2-[(tert-Butyldimethylsilyl)oxy]ethoxyethoxy)-4-(4-methylpiperazin-1-yl)aniline